C(C)(C)(C)OC(=O)N1N=C(C=C1C1CC1)NC(C(C(C)C)C1=CC(=CC=C1)Br)=O.[Si](C)(C)(C(C)(C)C)OC1=CC=C(C=C)C=C1 p-(tert-butyldimethylsilyloxy)styrene tert-butyl-3-(2-(3-bromophenyl)-3-methylbutanamido)-5-cyclopropyl-1H-pyrazole-1-carboxylate